2-pentylheptanal C(CCCC)C(C=O)CCCCC